C(C=C)O[C@@H]1C[C@H](N(CC1)C(=O)OC(C)(C)C)C1=CC=C(C2=CC=C(C=C12)OCC=C)C(=O)OC tert-butyl (2S,4S)-4-(allyloxy)-2-(7-(allyloxy)-4-(methoxycarbonyl)naphthalen-1-yl)piperidine-1-carboxylate